OC1=C(C(=CC(=C1)C)O)C(C)=O 1-(2,6-dihydroxy-4-methyl-phenyl)ethanone